CN1N=C(C=C1C(=O)OC)NN=CC=O methyl 1-methyl-3-(2-(2-oxoethylidene)hydrazineyl)-1H-pyrazole-5-carboxylate